tert-butyl (3-acrylamidobenzyl)(5-chloro-3-isopropylpyrazolo[1,5-a]pyrimidin-7-yl)carbamate C(C=C)(=O)NC=1C=C(CN(C(OC(C)(C)C)=O)C2=CC(=NC=3N2N=CC3C(C)C)Cl)C=CC1